FC(N1N=CC(=C1C=1C=C(C=NC1)[C@H](CC=C)NC(OC(C)(C)C)=O)NC([C@@H](C=C)C)=O)F tert-butyl ((S)-1-(5-(1-(difluoromethyl)-4-((R)-2-methylbut-3-enamido)-1H-pyrazol-5-yl)pyridin-3-yl)but-3-en-1-yl)carbamate